[Sn].[Zn].[Li] lithium zinc tin